C[I+](C=CCC1=CC=CC=C1)(C)C trimethyl-(3-phenylprop-1-en-1-yl)iodonium